ClC1=CC=C(C(=N1)C(=O)O)N[C@@H](C)C=1C=C(C=C2C(N(C(=NC12)N1C[C@@H]2C([C@@H]2C1)O)C)=O)Cl 6-chloro-3-(((S)-1-(6-chloro-2-((1R,5S,6R)-6-hydroxy-3-azabicyclo[3.1.0]hexan-3-yl)-3-methyl-4-oxo-3,4-dihydroquinazolin-8-yl)ethyl)amino)picolinic acid